ClC=1N=CC2=C(N1)N(C(C=C2C)=O)C2=CC(=CC=C2)CC 2-Chloro-8-(3-ethylphenyl)-5-methylpyrido[2,3-d]pyrimidin-7(8H)-one